The molecule is an amino disaccharide consisting of N-acetyl-6-O-methyl-beta-D-galactosamine having a beta-D-tyvelosyl residue attached at the 3-position and with the anomeric hydroxy group replaced by methoxy. It has a role as an epitope. It is an amino disaccharide and a methyl glycoside. C[C@@H]1[C@H](C[C@@H]([C@@H](O1)O[C@@H]2[C@H]([C@@H](O[C@@H]([C@@H]2O)COC)OC)NC(=O)C)O)O